ISOPROPYLMETHYLBUTYRATE C(C)(C)C(C(=O)[O-])(CC)C